Cl.NCC(=O)N[C@@H](C(C)C)C(=O)O[C@H]1C[C@@H]2CC[C@H]3[C@@H]4CC[C@H](C(C)=O)[C@]4(CC[C@@H]3[C@]2(CC1)C)C (3α,5α)-20-oxopregnan-3-yl glycyl-L-valinate hydrochloride